methyl 2-[1-[(3-chloro-2-fluorophenyl)methyl]-5-oxopyrrolidin-2-yl]acetat ClC=1C(=C(C=CC1)CN1C(CCC1=O)CC(=O)OC)F